CN(C(=O)[C@@H]1CN(CC[C@H]1NC(=O)C1=NOC(=C1)C1=C(C=C(C=C1F)F)F)[C@@H]1[C@@H](CCC1)C)C (3R,4R)-1-((1S,2R)-2-methyl-cyclopentyl)-4-{[5-(2,4,6-trifluoro-phenyl)-isoxazole-3-carbonyl]-amino}-piperidine-3-carboxylic acid dimethylamide